4-Methyl-1-[(3-oxo-1,4-oxazepan-7-yl)methyl]-5-[[2-[6-(2,2,2-trifluoroethyl)quinazolin-4-yl]-2,7-diazaspiro[3.5]nonan-7-yl]methyl]indole-2-carbonitrile CC1=C2C=C(N(C2=CC=C1CN1CCC2(CN(C2)C2=NC=NC3=CC=C(C=C23)CC(F)(F)F)CC1)CC1CCNC(CO1)=O)C#N